N-((3-(3,7-dimethylocta-2,6-dien-1-yl)-2,4-dihydroxy-6-pentylphenyl)sulfonyl)-2-(oxazol-2-yl)acetamide CC(=CCC=1C(=C(C(=CC1O)CCCCC)S(=O)(=O)NC(CC=1OC=CN1)=O)O)CCC=C(C)C